(Z)-5'-chloro-2'-oxo-[2,3'-biindolinylidene] ClC=1C=C2/C(/C(NC2=CC1)=O)=C\1/NC2=CC=CC=C2C1